S(N)(OCC[C@H]1OC(O[C@@H]1CC1=CC=CC=C1)(C)C)(=O)=O 2-((4R,5R)-5-benzyl-2,2-dimethyl-1,3-dioxolan-4-yl)ethyl sulfamate